2-(3'-hydroxyphenyl)benzoic acid OC=1C=C(C=CC1)C1=C(C(=O)O)C=CC=C1